N[C@@H](C)C(=O)[O-].[Na+] racemic-sodium alaninate